(Z)-4-((2-((4-amino-2-fluorobut-2-en-1-yl)sulfonyl)phenoxy)methyl)-N,N-diisopropylbenzene-sulfonamide NC\C=C(\CS(=O)(=O)C1=C(OCC2=CC=C(C=C2)S(=O)(=O)N(C(C)C)C(C)C)C=CC=C1)/F